ClC1=NC=CC(=C1)C1=C(N=C2N1N=C(C=1CCCOC21)NC2CCC(CC2)(O)C)C 4-[3-(2-Chloro-pyridin-4-yl)-2-methyl-7,8-dihydro-6H-9-oxa-1,3a,4-triaza-cyclopenta[a]naphthalen-5-ylamino]-1-methyl-cyclohexanol